2-[3,5-dichloro-4-[[2-fluoro-3-(4-fluorophenyl)-4-hydroxy-phenyl]methyl]phenoxy]acetic acid ClC=1C=C(OCC(=O)O)C=C(C1CC1=C(C(=C(C=C1)O)C1=CC=C(C=C1)F)F)Cl